ClCC1CCC(CC1)C=1N(C=C(N1)C(F)(F)F)C 2-((1R,4R)-4-(chloromethyl)cyclohexyl)-1-methyl-4-(trifluoromethyl)-1H-imidazole